C(C)N1CC2=C(C=CC=C2CC1)N1C(C2=CC(=C(C=C2C(=C1)C(=O)N1CCCCC1)OC)OC)=O 2'-ethyl-6,7-dimethoxy-4-(piperidine-1-carbonyl)-1',2',3',4'-tetrahydro-1H-[2,8'-biisoquinolin]-1-one